C(C)(C)(C)OC(C(CCCCCCCCCCCCCC(=O)O)C)=O monomethyl-hexadecanedioic acid mono-tert-butyl ester